(4-aminophenyl)copper NC1=CC=C(C=C1)[Cu]